sodium p-styrenesulfonate, ammonium salt [NH4+].C=CC1=CC=C(C=C1)S(=O)(=O)[O-].[Na]